N1=C(C=CC=C1)C(CC(CCCC)=O)=O 1-(pyridin-2-yl)heptane-1,3-dione